C(C)OC(CN1C(C(CC(C1=O)NC(=O)OC(C)(C)C)C1=CC=CC=C1)C)=O.C1=CC(=CC=2SC3=C(C21)C=CC(=C3)C3=CC=C(N)C=C3)C3=CC=C(N)C=C3 4,4'-(dibenzo[b,d]thiophene-3,7-diyl)dianiline ethyl-2-[5-(tert-butoxycarbonylamino)-2-methyl-6-oxo-3-phenyl-1-piperidyl]acetate